1-((2s,5r)-5-((5-cyclopropyl-2-((1-methyl-1H-pyrazol-4-yl)amino)-7H-pyrrolo[2,3-d]pyrimidin-4-yl)amino)-2-methylpiperidin-1-yl)prop-2-en-1-one C1(CC1)C1=CNC=2N=C(N=C(C21)N[C@@H]2CC[C@@H](N(C2)C(C=C)=O)C)NC=2C=NN(C2)C